O1CCC(CC1)CNCC1=CC=C(CN([C@H]2CCCC=3C=CC=NC23)C[C@@H]2N(CC3=CC=CC=C3C2)C(=O)OC(C)(C)C)C=C1 Tert-butyl (R)-3-(((4-((((tetrahydro-2H-pyran-4-yl)methyl)amino)methyl)benzyl)((S)-5,6,7,8-tetrahydroquinolin-8-yl)amino)methyl)-3,4-dihydroisoquinoline-2(1H)-carboxylate